(4R,5S)-4-methyl-5-phenyloxazolidin-2-one C[C@H]1NC(O[C@H]1C1=CC=CC=C1)=O